C1(CC1)OC1CC(C1)(C1=NN=CN1C)C=1C=C(C=CC1)N1C(C2=CC(=CC(=C2C1)C(F)(F)F)CNC1(CCC1)C)=O 2-(3-((1r,3r)-3-cyclopropoxy-1-(4-methyl-4H-1,2,4-triazol-3-yl)cyclobutyl)-phenyl)-6-(((1-methylcyclobutyl)amino)methyl)-4-(trifluoromethyl)isoindolin-1-one